C1(=C(C=CC=C1)NC1=NC=C(C(=O)N)C=C1)C 6-(o-tolylamino)nicotinamide